3-(Naphthalene-2-yl)-2-(Pyridine-3-yl)Quinazolin-4(3H)-One C1=C(C=CC2=CC=CC=C12)N1C(=NC2=CC=CC=C2C1=O)C=1C=NC=CC1